7-[(3aS,4R,6R,6aR)-6-{[(tert-Butyldimethylsilyl)oxy]methyl}-2,2-dimethyl-tetrahydro-3aH-cyclopenta[d][1,3]dioxol-4-yl]-4-chloropyrrolo[2,3-d]pyrimidine [Si](C)(C)(C(C)(C)C)OC[C@H]1C[C@H]([C@H]2[C@@H]1OC(O2)(C)C)N2C=CC1=C2N=CN=C1Cl